N-(3-(dimethylamino)benzyl)-N-(3-methoxybenzyl)-2-(2-(2-(3-methoxyphenoxy)ethoxy)ethoxy)pyridin-4-amine CN(C=1C=C(CN(C2=CC(=NC=C2)OCCOCCOC2=CC(=CC=C2)OC)CC2=CC(=CC=C2)OC)C=CC1)C